3-{4-[5-(cyclopropylcarbamoyl)-2-methylphenyl]-1H-imidazol-1-yl}imidazo[1,2-a]pyridine-6-carboxylic acid C1(CC1)NC(=O)C=1C=CC(=C(C1)C=1N=CN(C1)C1=CN=C2N1C=C(C=C2)C(=O)O)C